2-oxo-5-(4-((tetrahydro-2H-pyran-3-yl)methoxy)phenyl)-6-(trifluoromethyl)-1,2-dihydropyridine-3-carboxamide O=C1NC(=C(C=C1C(=O)N)C1=CC=C(C=C1)OCC1COCCC1)C(F)(F)F